2-(2-chlorophenyl)-4,5,6,7-tetrahydro-1H-benzo[d]imidazol ClC1=C(C=CC=C1)C1=NC2=C(N1)CCCC2